OC1=C(C=CC=C1)NC(=O)N ortho-hydroxyphenyl-urea